4-(9-(3-methoxyphenyl)-8-methyl-6-(2-(3-methylbenzylidene)hydrazinyl)-9H-purin-2-yl)morpholine COC=1C=C(C=CC1)N1C2=NC(=NC(=C2N=C1C)NN=CC1=CC(=CC=C1)C)N1CCOCC1